OC1=CC=C2C=CC(NC2=C1)=O 7-hydroxy-quinolin-2(1H)-one